19-iodo-4,6,8,10,12,14,16-heptamethyl-nonadecylenoxymethyl ether IC1CCC(CC(CC(CC(CC(CC(CC(CCCOCO1)C)C)C)C)C)C)C